(2Z)-4-tert-butyl-2-(hydroxymethylidene)cyclohexan-1-one C(C)(C)(C)C1C/C(/C(CC1)=O)=C/O